FC=1C=C(C=CC1OC1=NC=CC(=N1)C)C=1C2=C(N3CC(C(C13)=C)N)N=CN=C2N 5-(3-fluoro-4-((4-methylpyrimidin-2-yl)oxy)phenyl)-6-methylene-7,8-dihydro-6H-pyrimido[5,4-b]pyrrolizine-4,7-diamine